ClC1=NN(C=C1N(C(CCS(=O)CCC(F)(F)F)=O)CC)C=1C(N=NC1)=O (-)-N-[3-chloro-1-(3-pyrazolon-yl)-1H-pyrazol-4-yl]-N-ethyl-3-[(3,3,3-trifluoropropyl)sulfinyl]propanamide